4-mercapto-4-methylpentan-2-ol SC(CC(C)O)(C)C